N1C=CC2=C(C=CC=C12)N1C(C2=CC(=C(C=C2C(=C1)C(=O)O)OC([2H])([2H])[2H])OC)=O 2-(1H-indol-4-yl)-7-methoxy-6-(methoxy-d3)-1-oxo-1,2-dihydroisoquinoline-4-carboxylic acid